furandioyl chloride O1C(=C(C=C1)C(=O)Cl)C(=O)Cl